imino(4-methoxypyridin-2-yl)(methyl)-λ6-sulfanone N=S(=O)(C)C1=NC=CC(=C1)OC